FC(C1=CC=C(OC2=C3CCN(CC3=CC=C2)C(=O)C2CN(CCC2)C(C=C)=O)C=C1)(F)F 1-(3-(5-(4-(trifluorometh-yl)phenoxy)-1,2,3,4-tetrahydroisoquinoline-2-carbonyl)piperidin-1-yl)prop-2-en-1-one